FC1=CC=C(C=C1)N1CCN2C1=NN(C(C2=O)=O)CC2=CC=C(O2)C(=O)OC Methyl 5-((8-(4-fluorophenyl)-3,4-dioxo-3,4,7,8-tetrahydroimidazo[2,1-c][1,2,4]triazin-2(6H)-yl)methyl)furan-2-carboxylate